N-(3-(4-(6-aminopyridin-3-yl)phenyl)propyl)-6-methylnicotinamide NC1=CC=C(C=N1)C1=CC=C(C=C1)CCCNC(C1=CN=C(C=C1)C)=O